C1(=CC=CC=C1)C1=C(C(=NN=N1)C1=C(C=CC=C1)C1=C(C=CC=2[Se]C3=C(C21)C=CC=C3)C3=C(C(=CC=2C1=CC=CC=C1CC32)C)C)C3=C(C=CC=C3)C=3C(=CC=CC3)C3=CC=CC=C3 [phenyl(terphenylyl)triazinyl][(dimethylfluorenyl)dibenzoselenophenyl]benzene